C1(NC(CC2=CC=CC=C12)=O)=O isoquinolin-quinone